[Cl-].[Cl-].C1(C=CC=2CCCCC12)[Ti+2]C1C=CC=2CCCCC12 bis(4,5,6,7-tetrahydro-1-indenyl)titanium dichloride